4-methoxy-3-(5-(1-((2-(trimethylsilyl)ethoxy)methyl)-1H-tetrazol-5-yl)pyridin-3-yl)phenol COC1=C(C=C(C=C1)O)C=1C=NC=C(C1)C1=NN=NN1COCC[Si](C)(C)C